C(C)(C)(C)OC(NC1=C(C=C(C(=C1)C)F)C)=O (4-fluoro-2,5-dimethylphenyl)carbamic acid tert-butyl ester